5-fluoro-2-(((tetrahydro-2H-pyran-4-yl)thio)methyl)-7-((tetrahydrofuran-2-yl)methoxy)quinazolin-4(3H)-one FC1=C2C(NC(=NC2=CC(=C1)OCC1OCCC1)CSC1CCOCC1)=O